O1CC(C1)C(=O)N[C@@H](C)C1=CC=C(C=C1)NC(OCC1=CC=C(C=C1)Cl)=O 4-chlorobenzyl (S)-(4-(1-(oxetane-3-carboxamido)eth-yl)phenyl)carbamate